C(C)(C)N1N=C(N=C1C1[C@H]2CC(C[C@@H]12)N1CC2(CS(C2)(=O)=O)CC1)C1=CC(=CC=C1)C(F)(F)F 6-((1R,3r,5S,6r)-6-(1-isopropyl-3-(3-(trifluoromethyl)phenyl)-1H-1,2,4-triazol-5-yl)bicyclo[3.1.0]hexan-3-yl)-2-thia-6-azaspiro[3.4]octane 2,2-dioxide